tert-butyl 9-(4-amino-5-methoxy-2-methylphenyl)-3,9-diazaspiro[5.5]undecane-3-carboxylate NC1=CC(=C(C=C1OC)N1CCC2(CCN(CC2)C(=O)OC(C)(C)C)CC1)C